ClC=1C(=CC(=C(C1)S(=O)(=O)NC=1SC=CN1)F)N[C@@H](CC(C)C)C1=CC=CC=C1 (S)-5-chloro-2-fluoro-4-((3-methyl-1-phenylbutyl)amino)-N-(thiazol-2-yl)benzenesulfonamide